O=C1C(=C2C(=NN1)[C@H](CC2)N2C[C@H](OCC2)C(=O)N2CCN(CC2)C2=NC=C(C#N)C=C2)C(F)(F)F 6-(4-((S)-4-((S)-3-oxo-4-(trifluoromethyl)-3,5,6,7-tetrahydro-2H-cyclopenta[c]pyridazin-7-yl)morpholin-2-carbonyl)piperazin-1-yl)nicotinonitrile